1'-((5-(aminomethyl)-1-(3-(methylsulfonyl)propyl)-1H-benzo[d]imidazol-2-yl)methyl)-4',6'-difluorospiro[cyclopropane-1,3'-indol]-2'-one NCC1=CC2=C(N(C(=N2)CN2C(C3(C4=C(C=C(C=C24)F)F)CC3)=O)CCCS(=O)(=O)C)C=C1